C(C)(C)(C)C1=C(C(=C(CN2C(N(C(N(C2=O)CC2=C(C(=C(C=C2C)C(C)(C)C)O)C)=O)CC2=C(C(=C(C=C2C)C(C)(C)C)O)C)=O)C(=C1)C)C)O 1,3,5-tri(4-tertiary butyl-3-hydroxy-2,6-dimethylbenzyl)-1,3,5-triazine-2,4,6(1H,3H,5H)-trione